4-nitrophenyl (4-(3-((4R,Z)-9-amino-4-((2,6-difluoro-4-hydroxybenzyl)carbamoyl)-2,11,16-trioxo-1-phenyl-3,8,10,12,15-pentaazaoctadec-9-en-1-yl)phenoxy)butyl)carbamate N/C(/NCCC[C@@H](NC(C(C1=CC=CC=C1)C=1C=C(OCCCCNC(OC2=CC=C(C=C2)[N+](=O)[O-])=O)C=CC1)=O)C(NCC1=C(C=C(C=C1F)O)F)=O)=N/C(NCCNC(CC)=O)=O